1-bromo-4-(chloromethyl)benzene BrC1=CC=C(C=C1)CCl